C(C)(C)C1=C(NC2=CC=C(C=C12)C1CCC(CC1)C(=O)N1CCN(CC1)C)C=1C=C(C=2N(C1)N=CN2)C (4-(3-Isopropyl-2-(8-methyl-[1,2,4]triazolo[1,5-a]pyridin-6-yl)-1H-indol-5-yl)cyclohexyl)(4-methylpiperazin-1-yl)methanon